CC1=C(C=C(C=C1)N1C(C=CC2=CN=C3C(=C12)C=C(C=C3)N3CCCCC3)=O)[N+](=O)[O-] 1-(4-Methyl-3-nitrophenyl)-9-(piperidin-1-yl)benzo[h][1,6]naphthyridin-2(1H)-one